4-iodo-1-[4-(trifluoromethoxy)phenyl]-3-(trifluoromethyl)pyrazole IC=1C(=NN(C1)C1=CC=C(C=C1)OC(F)(F)F)C(F)(F)F